FC1=C(C(=CC(=C1)N1C[C@H](NCC1)C)F)C1C(NC(CC1)=O)=O 3-(2,6-difluoro-4-((R)-3-methylpiperazin-1-yl)phenyl)piperidine-2,6-dione